C1(CC1)C(=O)OCC(C)(C)OC(C)C1CC(CCC1)(C)C 2-[1-(3,3-dimethylcyclohexyl)ethoxy]-2-methylpropyl cyclopropane-carboxylate